ClC1=C(OCCCC(=O)NC=2C=C3C(N(C(C3=CC2)=O)C2C(NC(CC2)=O)=O)=O)C(=CC(=C1)C(C)(C)C1=CC=C(C=C1)OCC1=NC(=NC=C1)NS(=O)(=O)C)C#N 4-(2-chloro-6-cyano-4-(2-(4-((2-(methylsulfonamido)pyrimidin-4-yl)methoxy)phenyl)propan-2-yl)phenoxy)-N-(2-(2,6-dioxopiperidin-3-yl)-1,3-dioxoisoindolin-5-yl)butanamide